N1=C(C=CC=C1)CCNC1=NC=CC(=C1)C=1C=C2C(=NNC2=CC1)N 5-(2-((2-(pyridin-2-yl)ethyl)amino)pyridin-4-yl)-1H-indazol-3-amine